2-(2-(cyclopropanesulfonamido)thiazol-4-yl)-N-(2-fluoro-4-(5-(2,2,2-trifluoroethoxy)pyridin-3-yl)phenyl)-2-methylpropanamide C1(CC1)S(=O)(=O)NC=1SC=C(N1)C(C(=O)NC1=C(C=C(C=C1)C=1C=NC=C(C1)OCC(F)(F)F)F)(C)C